2-Methyl-3-[6-(trifluoromethyl)-3-pyridinyl]propan-1-ol CC(CO)CC=1C=NC(=CC1)C(F)(F)F